O=C1NC(CCC1N1C(C2=CC=CC=C2C(C1=O)OCC(=O)O)=O)=O 2-((2-(2,6-dioxopiperidin-3-yl)-1,3-dioxoisoquinolin-4-yl)oxy)acetic acid